FC(C(=O)O)(F)F.C(#N)C1=C(C=C(C=C1)N1C(N(C(C1=O)(C)C)C1=CC(=C(OCCC2CCN(CC2)[C@@H](C(=O)OC)C)C=C1)CC)=S)C(F)(F)F (R)-Methyl 2-(4-(2-(4-(3-(4-cyano-3-(trifluoromethyl)phenyl)-5,5-dimethyl-4-oxo-2-thioxoimidazolidin-1-yl)-2-ethylphenoxy)ethyl)piperidin-1-yl)propanoate trifluoroacetate